1,2-DIHYDROQUINOLINE-6-AMINE N1CC=CC2=CC(=CC=C12)N